C(C)OC(=O)N1CCN(CCC1)C1CCC2(C(NC3=CC=C(C=C23)F)=O)CC1 4-(5'-fluoro-2'-oxo-1',2'-dihydrospiro[cyclohexane-1,3'-indol]-4-yl)-1,4-diazepan-1-carboxylic acid ethyl ester